2-(2,6-dioxopiperidin-3-yl)-4-(((1-(1-(1-(tetrahydro-2H-pyran-4-carbonyl)piperidine-4-carbonyl)piperidin-4-yl)-1H-pyrazol-4-yl)methyl)amino)isoindoline-1,3-dione O=C1NC(CCC1N1C(C2=CC=CC(=C2C1=O)NCC=1C=NN(C1)C1CCN(CC1)C(=O)C1CCN(CC1)C(=O)C1CCOCC1)=O)=O